trans-2-(diphenylphosphino)-1-cyclohexanecarboxylic acid methyl ester COC(=O)[C@H]1[C@@H](CCCC1)P(C1=CC=CC=C1)C1=CC=CC=C1